ClC=1C=C2C=C(NC2=CC1OCC1=CC(=NO1)C)CNC(CC1(COC1)C)=O N-((5-chloro-6-((3-methylisoxazol-5-yl)methoxy)-1H-indol-2-yl)methyl)-2-(3-methyloxetan-3-yl)acetamide